C(C)(=O)C1=C(C=CC=C1)C1=C2CN(CC2=CC=C1)C#N 4-(2-acetylphenyl)isoindoline-2-carbonitrile